[Br-].C(C)[N+]1(CCCC1)CCCCC N-ethyl-N-pentylpyrrolidinium bromide